BrC=1C=C(C=CC1)SCCSC1=CC(=CC=C1)Br 1,2-bis(3-bromophenylthio)ethane